(9H-fluoren-9-yl)methyl (3-(azidomethyl)-4-(((tert-butoxycarbonyl)amino)methyl) phenethyl)carbamate N(=[N+]=[N-])CC=1C=C(CCNC(OCC2C3=CC=CC=C3C=3C=CC=CC23)=O)C=CC1CNC(=O)OC(C)(C)C